N1(C=NC=C1)C(=O)N1C=NC=C1 1-[(imidazol-1-yl)carbonyl]imidazole